BrC1=CC(=C(C(=O)N(C)[C@H](C)C=2C=C(C(=O)OC)C=CC2)C=C1)N=C methyl (R)-3-(1-(4-bromo-N-methyl-2-(methyleneamino)benzamido)ethyl)benzoate